BrC1=CC=C2C=CN(C(C2=C1)=O)C1C(NC(CC1)=O)=O 3-(7-bromo-1-oxo-2-isoquinolyl)piperidine-2,6-dione